3-benzyl-1-(trans-4-((5-cyano-4-((3-(2-oxopyrrolidin-1-yl)-propyl)amino)pyrimidin-2-yl)amino)cyclohexyl)-1-(5-(1-methyl-1H-pyrazol-4-yl)pyridin-2-yl)urea C(C1=CC=CC=C1)NC(N(C1=NC=C(C=C1)C=1C=NN(C1)C)[C@@H]1CC[C@H](CC1)NC1=NC=C(C(=N1)NCCCN1C(CCC1)=O)C#N)=O